4-FLUORO-N-(4-(1-(2-((2-HYDROXY-2-METHYL-PROPYL)AMINO)-2-OXOACETYL)-1,2,3,6-TETRAHYDROPYRIDIN-4-YL)PHENYL)ISOINDOLINE-2-CARBOXAMIDE FC1=C2CN(CC2=CC=C1)C(=O)NC1=CC=C(C=C1)C=1CCN(CC1)C(C(=O)NCC(C)(C)O)=O